Cl.C1(CCCC1)NC1=CC=CC=C1 cyclopentylaniline hydrochloride